C1(=CC=CC=C1)C1=C(C(=CC(=C1)C1=CC=CC=C1)C1=CC=CC=C1)N=C(C(C)=O)C 3-(2,4,6-triphenylphenyl)iminobutan-2-one